(2S)-2-(trifluoromethylsulfonyloxy)propionic acid methyl ester COC([C@H](C)OS(=O)(=O)C(F)(F)F)=O